8-((3R,5R)-3,5-bis(methoxymethyl)piperazin-1-yl)-3-(5-(difluoromethyl)-1,3,4-thiadiazol-2-yl)-N-(1-methylcyclopropyl)imidazo[1,5-a]pyridine-6-sulfonamide formate C(=O)O.COC[C@H]1CN(C[C@@H](N1)COC)C=1C=2N(C=C(C1)S(=O)(=O)NC1(CC1)C)C(=NC2)C=2SC(=NN2)C(F)F